FC1=C(C(=CC=C1)OC)C1CC=2N=C(N=C(C2CN1C)N1CCN(CC1)C(C=C)=O)OC[C@H]1N(CCC1)C (4-(7-(2-fluoro-6-methoxyphenyl)-6-methyl-2-(((S)-1-methylpyrrolidin-2-yl)methoxy)-5,6,7,8-tetrahydropyrido[4,3-d]pyrimidin-4-yl)piperazin-1-yl)prop-2-en-1-one